valine pyruvate C(C(=O)C)(=O)O.N[C@@H](C(C)C)C(=O)O